[4-(dimethylamino)butyl]-2-fluorophenol CN(CCCCC=1C(=C(C=CC1)O)F)C